N-(2-(4,4-difluorocyclohexyl)-4-(1H-pyrazol-3-yl)pyridin-3-yl)-6-isopropoxynicotinamide FC1(CCC(CC1)C1=NC=CC(=C1NC(C1=CN=C(C=C1)OC(C)C)=O)C1=NNC=C1)F